OC[C@H]1CN(CC[C@H]1N[C@H](C)C1=CC=CC=C1)C(=O)OC(C)(C)C tert-Butyl (3S,4R)-3-(hydroxymethyl)-4-[[(1R)-1-phenylethyl]amino]piperidine-1-carboxylate